C(C)N(C1=CC(=CC=C1)C)CCOC(C1=CC=CC=C1)=O N-ethyl-N-benzoyloxyethyl-m-toluidine